4-bromo-5-((5-(2-(1-((5-bromo-2-nitropyridin-3-yl)oxy)ethyl)-4-fluorophenyl)-1H-1,2,4-triazol-1-yl)methyl)-3-ethylisothiazole BrC=1C(=NSC1CN1N=CN=C1C1=C(C=C(C=C1)F)C(C)OC=1C(=NC=C(C1)Br)[N+](=O)[O-])CC